1-(5-((1-(cyclohexylmethyl)azetidin-3-yl)methyl)benzo[d]isoxazol-3-yl)dihydropyrimidine-2,4(1H,3H)-dione C1(CCCCC1)CN1CC(C1)CC=1C=CC2=C(C(=NO2)N2C(NC(CC2)=O)=O)C1